3-methyl-5-(4-(4,4,5,5-tetramethyl-1,3,2-dioxaborolan-2-yl)phenyl)isoxazole CC1=NOC(=C1)C1=CC=C(C=C1)B1OC(C(O1)(C)C)(C)C